9,9-dibutoxynonyltrimethylphenyl-phosphonium bromide [Br-].C(CCC)OC(CCCCCCCCC1=C(C=CC=C1)[P+](C)(C)C)OCCCC